FC(COC=1C(=NC=CN1)OC1=CC=C2C(=N1)N(C(=N2)C(=O)NC2(CCS(CC2)(=O)=O)C)C)F 5-[3-(2,2-difluoroethoxy)pyrazin-2-yl]oxy-3-methyl-N-(4-methyl-1,1-dioxo-thian-4-yl)imidazo[4,5-b]pyridine-2-carboxamide